CC12CCC(C=C2CCCC1C)=O 4a,5-dimethyl-4,4a,5,6,7,8-hexahydronaphthalen-2(3H)-one